N-(2-(1H-indol-3-yl)ethyl)-4-methylbenzenesulfonamide N1C=C(C2=CC=CC=C12)CCNS(=O)(=O)C1=CC=C(C=C1)C